(R)-4-cyano-4-methyl-isochroman-6-carboxylic acid C(#N)[C@@]1(COCC2=CC=C(C=C12)C(=O)O)C